O1CCN(CC1)C1=CC=C(CCNC(OC(C)(C)C)=O)C=C1 tert-Butyl 4-morpholinophenethylcarbamate